N1(CCCC1)CC=1C=C(CC2(C(C=NC3=CC=CC=C23)N)N)C=CC1 4-(3-(pyrrolidin-1-ylmethyl)benzyl)quinoline-3,4-diamine